3-{4-[(dimethylamino)methyl]phenyl}-1-phenylurea CN(C)CC1=CC=C(C=C1)NC(NC1=CC=CC=C1)=O